C1COC(=O)[C@H]1N.Br (S)-(-)-α-amino-γ-butyrolactone hydrobromide